3-(2-methoxyphenyl)propionic acid COC1=C(C=CC=C1)CCC(=O)O